Ethyl 2-(2,6-difluoropyridin-3-yl)pyrazolo[1,5-a]pyrimidine-3-carboxylate FC1=NC(=CC=C1C1=NN2C(N=CC=C2)=C1C(=O)OCC)F